C(CCCCCCCCC)[N-]CCCCCCCCCC bisdecylamide